N(=[N+]=[N-])C1=CC(=NC=C1)COCC(F)(F)F 4-azido-2-[(2,2,2-trifluoroethoxy)methyl]pyridine